C(C1=CC=CC=C1)[N+](=CC1=C(C=CC=C1)Cl)[O-] N-benzyl-alpha-(2-chlorophenyl)nitrone